C(C1=CC=CC=C1)C1(C2(CC1(C2)F)C(=O)N)CC2=CC=CC=C2 dibenzyl-3-fluorobicyclo[1.1.1]pentane-1-carboxamide